FC(C=1C=2N(C=CC1)N=C(C2)[C@H]2N(CCC1=C2N=CN1)C(=O)C=1C=NN2C1C=CC(=C2)N(C)C)F (S)-(4-(4-(difluoromethyl)pyrazolo[1,5-a]pyridin-2-yl)-6,7-dihydro-1H-imidazo[4,5-c]pyridin-5(4H)-yl)(6-(dimethylamino)pyrazolo[1,5-a]pyridin-3-yl)methanone